ClC=1C=CC=2N(N1)N=C(N2)N 6-chloro-[1,2,4]triazolo[1,5-b]pyridazin-2-amine